FC(C1=CC=C(C=C1)CCC(=O)NC1=C(C(=NN1)C1=CC=NC=C1)C)F 3-(4-(Difluoromethyl)phenyl)-N-(4-methyl-3-(pyridin-4-yl)-1H-pyrazol-5-yl)propanamide